NC1=C(C(C=2OC3=C(C2O1)C=CC=C3)C3=CC=C(C=C3)OC)C#N 2-amino-4-(4-methoxyphenyl)-4H-pyrano[3,2-b]benzofuran-3-carbonitrile